3-(N-(cyclopropylmethyl)-4-fluorobenzamido)-2-fluorobenzoic acid methyl ester COC(C1=C(C(=CC=C1)N(C(C1=CC=C(C=C1)F)=O)CC1CC1)F)=O